NC1=NC=2C=CC(=CC2C=2N1C=NC2)C(=O)N(CC2=NC=C(C=C2)C(F)(F)F)CC(C)C 5-amino-N-isobutyl-N-((5-(trifluoromethyl)pyridin-2-yl)methyl)imidazo[1,5-c]quinazoline-9-carboxamide